1,10-Decan-diol C(CCCCCCCCCO)O